6-[[4-[1-(trifluoromethyl)vinyl]imidazol-1-yl]methyl]-2-azaspiro[3.3]heptane-2-carboxylic acid tert-butyl ester C(C)(C)(C)OC(=O)N1CC2(C1)CC(C2)CN2C=NC(=C2)C(=C)C(F)(F)F